(2S,4R)-1-[(2S)-2-(4-cyclopropyltriazol-1-yl)-3,3-dimethyl-butanoyl]-4-hydroxy-N-[1-(1-methylimidazol-2-yl)-4-piperidyl]pyrrolidine-2-carboxamide C1(CC1)C=1N=NN(C1)[C@H](C(=O)N1[C@@H](C[C@H](C1)O)C(=O)NC1CCN(CC1)C=1N(C=CN1)C)C(C)(C)C